monolithium oxalate C(C(=O)O)(=O)[O-].[Li+]